COC(CCC=1C=C(C=CC1)CC(=O)O)=O 2-(3-(3-methoxy-3-oxo-propyl)phenyl)acetic acid